2-(2,4-dibromophenyl)-1H-imidazo[4,5-f][1,10]phenanthroline BrC1=C(C=CC(=C1)Br)C=1NC=2C(=C3C=CC=NC3=C3N=CC=CC23)N1